(P)-1-(5-fluoro-2-methoxy-4-((1S,2S)-2-methylcyclopropyl)phenyl)-N-(isoxazol-3-yl)-2-oxo-1,2-dihydroquinoline-6-sulfonamide FC=1C(=CC(=C(C1)N1C(C=CC2=CC(=CC=C12)S(=O)(=O)NC1=NOC=C1)=O)OC)[C@@H]1[C@H](C1)C